tert-butyl 5-amino-2-(2-methylquinolin-3-yl)-5-oxopentanoate NC(CCC(C(=O)OC(C)(C)C)C=1C(=NC2=CC=CC=C2C1)C)=O